ClC1=CC=C(C=N1)NC1=NC=CC2=CC(=CC=C12)B1OC(C(O1)(C)C)(C)C N-(6-chloropyridin-3-yl)-6-(4,4,5,5-tetramethyl-1,3,2-dioxaborolan-2-yl)isoquinolin-1-amine